ClC1=CC=C(C=C1)C1=NN(C[C@@H]1C1=CC=CC=C1)C(NCCS(N)(=O)=O)=NS(=O)(=O)C1=CC(=CC=C1)Cl (S)-3-(4-chlorophenyl)-N'-((3-chlorophenyl)sulfonyl)-4-phenyl-N-(2-sulfamoylethyl)-4,5-dihydro-1H-pyrazole-1-carboximidamide